COCCN 2-methoxyethyl-amine